(R)-3-(2-(tert-Butoxycarbonylamino)-3-methoxy-3-oxopropyl)-4-methyl-1H-indole-1-carboxylic acid tert-butyl ester C(C)(C)(C)OC(=O)N1C=C(C2=C(C=CC=C12)C)C[C@H](C(=O)OC)NC(=O)OC(C)(C)C